NC1=CC=C(C(=O)NC2=CC(=C(C=C2)C=2CCNCC2)C)C=C1 4-amino-N-[3-methyl-4-(1,2,3,6-tetrahydro-pyridin-4-yl)-phenyl]-benzamide